6-(5-(6-methylpyridin-2-yl)-1H-pyrazol-4-yl)quinolin-3-yl 2-(azetidin-3-yl)acetate N1CC(C1)CC(=O)OC=1C=NC2=CC=C(C=C2C1)C=1C=NNC1C1=NC(=CC=C1)C